N-((R)-8-(5-((2,3-dichlorophenyl)thio)-6-methylpyrazin-2-yl)-8-azaspiro[4.5]decan-1-yl)-2-methylpropan-2-sulfinamide ClC1=C(C=CC=C1Cl)SC=1N=CC(=NC1C)N1CCC2(CCC[C@H]2NS(=O)C(C)(C)C)CC1